ClC=1C=C(C=CC1C)C(CN1N=C(C(=C1C(=O)OCC)COC)C(=O)OC)=O 5-ethyl 3-methyl 1-[2-(3-chloro-4-methylphenyl)-2-oxoethyl]-4-(methoxymethyl)-1H-pyrazole-3,5-dicarboxylate